C1(CCC1)N1CCN(CC1)C1=CC2=C(N(C(N2C2COC2)=O)CC2=NC=C(C=C2)C=2OC(=NN2)C(F)F)C=C1F 5-(4-Cyclobutylpiperazin-1-yl)-1-((5-(5-(difluoromethyl)-1,3,4-oxadiazol-2-yl)pyridin-2-yl)methyl)-6-fluoro-3-(oxetan-3-yl)-1,3-dihydro-2H-benzo[d]imidazol-2-one